COC(C1=C(C(=C(C=C1F)C(C)C)OC)F)=O 2,6-Difluoro-4-isopropyl-3-methoxybenzoic acid methyl ester